N-4-methoxyphenyl-N-tosyl-benzamide COC1=CC=C(C=C1)N(C(C1=CC=CC=C1)=O)S(=O)(=O)C1=CC=C(C)C=C1